Ammonium DiNitramide N[N+](=O)[O-].N[N+](=O)[O-].[NH4+]